2-(hydroxymethyl)-2,3-dihydrothieno[3,4-B][1,4]Dioxin-5,7-dicarboxylic acid OCC1COC=2C(O1)=C(SC2C(=O)O)C(=O)O